eth-2-ylhydroxid CCO